BrC=1C=C(N2N=CN=C(C21)N)C2CCC1(OCCO1)CC2 5-bromo-7-(1,4-dioxaspiro[4.5]decan-8-yl)pyrrolo[2,1-f][1,2,4]triazine-4-amine